Cl.C(C)OCC1(CCN(CC1)CC1=CC=C(C=C1)NC(C)=O)CCC=1SC=CN1 N-(4-((4-(ethoxymethyl)-4-(2-(thiazol-2-yl)ethyl)piperidin-1-yl)methyl)phenyl)acetamide HCl